2,3-diphenyl-4-oxo-6-methylcinnoline C1(=CC=CC=C1)N1NC2=CC=C(C=C2C(C1C1=CC=CC=C1)=O)C